FC1=C(C(=O)N)C=CC(=C1F)C1=C(C=C(C(=C1)NC(C1=C(C=C(C=C1)F)C(F)(F)F)=O)N1C[C@H](N([C@H](C1)C)C)C)F |r| 2,3-difluoro-4-[2-fluoro-5-[[4-fluoro-2-(trifluoromethyl)benzoyl]amino]-4-[rac-(3R,5S)-3,4,5-trimethylpiperazin-1-yl]phenyl]benzamide